C1(CCCCC1)C1=CC=C(C=C1)C(=O)N1CC(CC1)C=1N=C(C2=C(N1)CNCC2)NC (4-cyclohexylphenyl)-[3-[4-(methylamino)-5,6,7,8-tetrahydropyrido[3,4-d]pyrimidin-2-yl]pyrrolidin-1-yl]methanone